1-{3-ethyl-4-[(E)-2-[4-(trifluoromethyl)phenyl]ethenyl]pyrrolidin-1-yl}prop-2-en-1-one C(C)C1CN(CC1\C=C\C1=CC=C(C=C1)C(F)(F)F)C(C=C)=O